ClC1=C(C=C(OCC(=O)N[C@@H]2CN[C@H](CC2)C=2OC(=NN2)OCCOCC)C=C1)F 2-(4-chloro-3-fluorophenoxy)-N-[(3s,6r)-6-[5-(2-ethoxyethoxy)-1,3,4-oxadiazol-2-yl]piperidin-3-yl]acetamide